CN(C)C(C1=CC=CC=C1)C N,N-dimethyl-methyl-benzyl-amine